N1C(CC=2C1=NC=CC2)=O 1,3-dihydropyrrolo[2,3-b]pyridin-2-one